ClC1=CC=2C(=NC=CC2)N1 chloropyrrolo[2,3-b]pyridine